Isopentyl Succinate C(CCC(=O)[O-])(=O)OCCC(C)C